2-(9-oxoxanthene-2-yl)propionate O=C1C2=CC=CC=C2OC=2C=CC(=CC12)C(C(=O)[O-])C